(R or S)-1-(2-(3-(2-(5-fluorothiophen-2-yl)ethyl)1-(2-(6-methylpyridin-3-yl)propan-2-yl)pyrrolidin-3-yl)propan-2-yl)-3-phenylurea FC1=CC=C(S1)CC[C@@]1(CN(CC1)C(C)(C)C=1C=NC(=CC1)C)C(C)(C)NC(=O)NC1=CC=CC=C1 |o1:8|